1-cyclobutyl-1H-pyrazole-3-carbonitrile C1(CCC1)N1N=C(C=C1)C#N